FC(C(=O)O)(F)F.ClC1=C(C=C(C=C1)C(=O)N1CCC(CC1)N1CCNCC1)N1C(NC(CC1)=O)=O 1-(2-chloro-5-(4-(piperazin-1-yl)piperidine-1-carbonyl)phenyl)dihydropyrimidine-2,4(1H,3H)-dione 2,2,2-trifluoroacetate